1-[[[1-[3-[2-(7-chloro-2-quinolinyl)ethenyl]phenyl]-3-[2-(7-chloro-2-quinolinyl)ethenyl]phenyl]-3-[2-(1-hydroxy-1-methylethyl)phenyl]propyl]thio]methyl-cyclopropaneacetic acid ClC1=CC=C2C=CC(=NC2=C1)C=CC=1C=C(C=CC1)C1(CC(=CC=C1)C=CC1=NC2=CC(=CC=C2C=C1)Cl)C(CCSCC1(CC1)CC(=O)O)C1=C(C=CC=C1)C(C)(C)O